tert-butyl {[(2R,4R)-2,6-dimethyl-3,4-dihydro-2H-pyrano[3,2-b]pyridin-4-yl]methyl}carbamate C[C@@H]1C[C@@H](C2=NC(=CC=C2O1)C)CNC(OC(C)(C)C)=O